N-{5-Chloro-6-[5-(4-oxobutyl)-1,2,4-oxadiazol-3-yl]pyridin-3-yl}-N-(7-cyclopentylpyrazolo[1,5-a]pyrimidin-6-yl)urea ClC=1C=C(C=NC1C1=NOC(=N1)CCCC=O)N(C(=O)N)C=1C=NC=2N(C1C1CCCC1)N=CC2